C(C)(C)(C)OC(=O)N1[C@@H](C[C@H](CC1)N1C=CC=2C(=NC=3C(=C(C(=CC3C21)Cl)Br)F)OC[C@H]2N(CCC2)C)CC#N (2S,4S)-4-(7-bromo-8-chloro-6-fluoro-4-(((S)-1-methylpyrrolidin-2-yl)methoxy)-1H-pyrrolo[3,2-c]quinolin-1-yl)-2-(cyanomethyl)piperidine-1-carboxylic acid tert-butyl ester